C(C)(C)(C)C(C(=O)[O-])(C(=O)[O-])CCC.[Ba+2].FC(S(=O)(=O)C1=CC=C(C=C1)COC1CNC1)(F)F 3-[[4-(trifluoromethylsulfonyl)phenyl]methoxy]azetidine barium 2-(tert-butyl)-2-propyl-malonate